rel-(R)-1-(4,4-difluoropiperidin-1-yl)-9-ethyl-4-fluoro-8,9-dihydro-2,7,9a-triazabenzo[cd]azulen-6(7H)-one FC1(CCN(CC1)C1=NC2=C3C(C(NC[C@H](N13)CC)=O)=CC(=C2)F)F |o1:15|